acryloyloxyethoxyethyl-phosphorylcholine C(C=C)(=O)OCCOCCP(=O)=C(O)C[N+](C)(C)C